C(C=C)(=O)N1C(N(CN(C1)C(C=C)=O)C(C=C)=O)C(C(=O)O)S 1,3,5-Triacryloylhexahydro-1,3,5-triazineyl-mercaptoacetic acid